C[N+]1=CC=CC=C1CC1C(C1)C(F)(F)F methyl-6-(2-(trifluoromethyl)cyclopropyl)methylpyridinium